(S)-(1-(trans-4-((tert-butoxycarbonyl)amino)cyclohexyl)propan-2-yl)carbamic acid benzyl ester C(C1=CC=CC=C1)OC(N[C@H](C[C@@H]1CC[C@H](CC1)NC(=O)OC(C)(C)C)C)=O